Methyl 6-amino-1,3-dimethyl-2-oxo-1,2-dihydroquinoline-7-carboxylate NC=1C=C2C=C(C(N(C2=CC1C(=O)OC)C)=O)C